2,3,4,6,7,11b-hexahydro-1H-pyrido[2,1-a]isoquinolin-2-yl 2-amino-3-methylbutanoate NC(C(=O)OC1CC2N(CCC3=CC=CC=C23)CC1)C(C)C